1-[3-iodo-5-methyl-4-(propan-2-yl)-1H-pyrazol-1-yl]propaneone IC1=NN(C(=C1C(C)C)C)CC(C)=O